5,6,8,9-tetrahydropyrano[4',3':4,5]pyrrolo[2,3-b]pyridine N1=C2C(=CC=C1)C1=C(N2)COCC1